7-(benzyloxymethyl)-1,4-oxaazepane-4-carboxylic acid tert-butyl ester C(C)(C)(C)OC(=O)N1CCOC(CC1)COCC1=CC=CC=C1